cis-3-methyl-1-((4-(trifluoromethyl)-2H-1,2,3-triazol-2-yl)methyl)-6-azabicyclo[3.1.1]heptane trifluoroacetate FC(C(=O)O)(F)F.CC1CC2(NC(C1)C2)CN2N=CC(=N2)C(F)(F)F